CN1N=CC(=C1)C1=CC(=CC(=N1)N1C(C2=CC(=CC(=C2C1)C(F)(F)F)CNC1(CCC1)C)=O)C1(CCC1)CC1=NN=CN1C 2-(6-(1-methyl-1H-pyrazol-4-yl)-4-(1-((4-methyl-4H-1,2,4-triazol-3-yl)methyl)cyclobutyl)pyridin-2-yl)-6-(((1-methylcyclobutyl)amino)methyl)-4-(trifluoromethyl)isoindolin-1-one